C1(CC1)C1CC(N(C1)CC(CN1C2=CC=C(C=C2C=2C=C(C=CC12)F)F)O)=O 4-cyclopropyl-1-(3-(3,6-difluoro-9H-carbazol-9-yl)-2-hydroxypropyl)pyrrolidin-2-one